phosphoadenosine monophosphate sulfate S(=O)(=O)(O)OC[C@@H]1[C@H]([C@H]([C@@H](O1)N1C=NC=2C(N)=NC=NC12)OP(=O)(O)O)OP(=O)(O)O